5-methoxy-2-(((4-methoxy-3,5-dimethylpyridin-2-yl)methyl)thio)-1H-benzo[d]imidazole COC1=CC2=C(NC(=N2)SCC2=NC=C(C(=C2C)OC)C)C=C1